C(=O)(O)CCN(CCC(=O)[O-])CC(CCCC)CC.[Na+] Natrium N-(2-Carboxyethyl)-N-(2-ethylhexyl)-β-alaninat